5-trifluoromethyl-isatoic anhydride FC(C1=CC=C2C(C(=O)OC(N2)=O)=C1)(F)F